N-(4'-(tert-butyl)-4-fluoro-[1,1'-biphenyl]-3-yl)-8-chloro-N-methyl-[1,2,4]triazolo[4,3-a]quinazolin-5-amine C(C)(C)(C)C1=CC=C(C=C1)C1=CC(=C(C=C1)F)N(C1=NC=2N(C3=CC(=CC=C13)Cl)C=NN2)C